Br.BrCC1CCNCC1 4-(bromomethyl)piperidine hydrobromide